C(C)[Si](OC1=CC=CC=C1)(OC)OC ethyl-dimethoxyphenoxysilane